3-(4-fluoro-5-(3-(isopropylamino)-7-((4-(trifluoromethyl)piperidin-1-yl)methyl)-1H-pyrazolo[4,3-b]pyridin-5-yl)-1-oxoisoindolin-2-yl)piperidine-2,6-dione FC1=C2CN(C(C2=CC=C1C1=CC(=C2C(=N1)C(=NN2)NC(C)C)CN2CCC(CC2)C(F)(F)F)=O)C2C(NC(CC2)=O)=O